C(C)(C)(C)C=1C=C(C=C(C1O)C)CCC(=O)OCCOCCOCCOC(CCC1=CC(=C(C(=C1)C)O)C(C)(C)C)=O triethylene glycol bis[beta-(3-tert-butyl-5-methyl-4-hydroxyphenyl) propionate]